4-(6-(3,6-diazabicyclo[3.1.1]heptan-3-yl)pyridin-3-yl)-6-(2-hydroxy-2-methylpropoxy)pyrazolo[1,5-a]pyridine-3-carboxamide C12CN(CC(N1)C2)C2=CC=C(C=N2)C=2C=1N(C=C(C2)OCC(C)(C)O)N=CC1C(=O)N